N-(4-methoxy-3-hydroxyphenyl)-5-(3,4,5-trimethoxyphenyl)-[1,2,4]triazolo[1,5-c]pyrimidin-2-amine COC1=C(C=C(C=C1)NC1=NN2C(=NC=CC2=N1)C1=CC(=C(C(=C1)OC)OC)OC)O